(R)-(5-(1,5-dimethyl-1H-pyrazol-4-yl)-1,3,4-oxadiazol-2-yl)(4-(7-fluoropyrazolo[1,5-a]pyridin-2-yl)-6,7-dihydro-1H-imidazo[4,5-c]pyridin-5(4H)-yl)methanone CN1N=CC(=C1C)C1=NN=C(O1)C(=O)N1[C@H](C2=C(CC1)NC=N2)C2=NN1C(C=CC=C1F)=C2